17-E-2cis-N-methyl-1-(7-(3,4-dichlorophenyl)-6,7-dihydro-4H-thieno[3,2-c]pyran-4-yl)methylamine CNCC1OCC(C2=C1C=CS2)C2=CC(=C(C=C2)Cl)Cl